N-(2-(3-methyl-1H-1,2,4-triazol-5-yl)thiophen-3-yl)-2-(naphthalen-1-yl)acetamide CC1=NNC(=N1)C=1SC=CC1NC(CC1=CC=CC2=CC=CC=C12)=O